COCCO[AlH]OCCOC.[Na] sodium bis(2-methoxy-ethoxy)aluminum hydride